C(C1=CC=CC=C1)NC(=O)C12NC(C3C(C1N(CC2C3)CC3=CC(=CC=C3)Cl)CC(C)C)=O N-benzyl-1-(3-chlorobenzyl)-7-isobutyl-5-oxooctahydro-3aH-3,6-methanopyrrolo[3,2-b]pyridine-3a-carboxamide